NC1=CC(=C(C(=C1)F)CC(=O)N1CCN(CC1)C(=O)OC(C)(C)C)F tert-butyl 4-[2-(4-amino-2,6-difluoro-phenyl)acetyl]piperazine-1-carboxylate